ClC=1C(=NN(C1C=1C=NC(=CC1OC(F)F)C[C@@H](C(F)(F)F)C)CC)C(=O)OCC ethyl (S)-4-chloro-5-(4-(difluoromethoxy)-6-(3,3,3-trifluoro-2-methylpropyl)pyridin-3-yl)-1-ethyl-1H-pyrazole-3-carboxylate